2-oxo-caprylic acid O=C(C(=O)O)CCCCCC